1-cyclohexyl-N,N-dimethylmethylamine C1(CCCCC1)CN(C)C